4-(2-Aminoprop-2-yl)-6-((2-(2-fluoroprop-2-yl)pyrimidin-4-yl)amino)-2,7-naphthyridin-1(2H)-one NC(C)(C)C1=CNC(C2=CN=C(C=C12)NC1=NC(=NC=C1)C(C)(C)F)=O